(3-chlorobenzyl)-N-(1-methyl-6-oxo-1,6-dihydropyridin-3-yl)pyridazine-3-carboxamide ClC=1C=C(CC2=C(N=NC=C2)C(=O)NC2=CN(C(C=C2)=O)C)C=CC1